CCCCCCCCCCCCCCCC(=O)OC[C@H](COP(=O)([O-])OC1[C@@H]([C@H](C([C@H]([C@H]1O)O)O)O)O)OC(=O)CCCCCCC/C=C\\C/C=C\\CCCCC The molecule is a 1-hexadecanoyl-2-acyl-sn-glycero-3-phospho-1D-myo-inositol(1-) obtained by deprotonation of the phosphate OH group of 1-hexadecanoyl-2-(9Z,12Z-octadecadienoyl)-sn-glycero-3-phospho-D-myo-inositol. It is a 1-hexadecanoyl-2-acyl-sn-glycero-3-phospho-1D-myo-inositol(1-) and a phosphatidylinositol 34:2(1-). It is a conjugate base of a 1-hexadecanoyl-2-(9Z,12Z-octadecadienoyl)-sn-glycero-3-phospho-D-myo-inositol.